COC=1C=NC=2CCC=CC2C1 3-methoxy-7,8-dihydroquinolin